C(C1=CC=CC=C1)OC=1C=C(C=CC1OC(F)F)C=1OC=C(N1)CN1C(C2=CC=CC=C2C1=O)=O 2-[2-(3-benzyloxy-4-difluoromethoxyphenyl)oxazol-4-ylmethyl]isoindoline-1,3-dione